Methyl (Z)-1-(4-amino-2-fluorobut-2-en-1-yl)-4-(3-(piperidin-1-ylsulfonyl)phenyl)-1H-Benzo[d]imidazole-6-carboxylate hydrochloride Cl.NC\C=C(\CN1C=NC2=C1C=C(C=C2C2=CC(=CC=C2)S(=O)(=O)N2CCCCC2)C(=O)OC)/F